1-(4-fluoro-2-methoxyphenyl)ethane-1-one FC1=CC(=C(C=C1)C(C)=O)OC